C(CCCCCCCCCCCCCC)O pentadecyl alcohol